(1R,2S,5S)-3-[(2S,3R)-2-amino-3-(1-methylcyclobutoxy)butanoyl]-N-[(1S)-1-cyano-2-[(3R)-5,5-dimethyl-2-oxopyrrolidin-3-yl]ethyl]-6,6-dimethyl-3-azabicyclo[3.1.0]hexane-2-carboxamide N[C@H](C(=O)N1[C@@H]([C@H]2C([C@H]2C1)(C)C)C(=O)N[C@@H](C[C@H]1C(NC(C1)(C)C)=O)C#N)[C@@H](C)OC1(CCC1)C